6-([1,2,4]triazolo[1,5-a]pyridin-6-yl)-3-(2-chloro-5-fluorophenyl)-4-(piperidin-3-ylamino)isoindolin-1-one N=1C=NN2C1C=CC(=C2)C2=CC(=C1C(NC(C1=C2)=O)C2=C(C=CC(=C2)F)Cl)NC2CNCCC2